O1C2=C(OCC1)C=C(C=C2)[C@@H]2NC(C[C@@H]2NC(OC(C)(C)C)=O)=O tert-butyl ((2S,3S)-2-(2,3-dihydrobenzo[b][1,4]dioxin-6-yl)-5-oxopyrrolidin-3-yl)carbamate